OCCC1=C(C=C(C=C1)[N+](=O)[O-])S(=O)(=O)N(C)C 2-(2-hydroxyethyl)-N,N-dimethyl-5-nitrobenzenesulfonamide